(1S,2S)-2-fluoro-N-(3-(5-methoxybenzo[d]thiazol-6-yl)-1H-pyrrolo[2,3-b]pyridin-6-yl)cyclopropane-1-carboxamide F[C@@H]1[C@@H](C1)C(=O)NC1=CC=C2C(=N1)NC=C2C2=CC1=C(N=CS1)C=C2OC